FC1(C[C@H](N(C1)C(=O)OC(C)(C)C)COC=1C=NC=CC1C1=CC2=NC=CC=C2N1)F tert-butyl (2S)-4,4-difluoro-2-({[4-(1H-pyrrolo[3,2-b]pyridin-2-yl)pyridin-3-yl]oxy}methyl)pyrrolidine-1-carboxylate